C(C)(C)(C)OC(=O)N1CC([C@@H]2[C@H]1CN(C(C2)=O)CC(C(=O)O)(C)C)(F)F 3-((cis)-1-(tert-butoxycarbonyl)-3,3-difluoro-5-oxohexahydro-1H-pyrrolo[2,3-c]pyridin-6(2H)-yl)-2,2-dimethylpropanoic acid